3-(5-Amino-1H-benzo[d]imidazol-2-yl)benzonitrile NC1=CC2=C(NC(=N2)C=2C=C(C#N)C=CC2)C=C1